C(C)[C@@H]1[C@@H](COC1)N1C(=CC2=C1N=C(N=C2)NC=2C(=NN(C2)C)OC(C)C)C#N 7-((cis)-4-ethyltetrahydrofuran-3-yl)-2-((3-isopropoxy-1-methyl-1H-pyrazol-4-yl)amino)-7H-pyrrolo[2,3-d]pyrimidine-6-carbonitrile